C(C)S(=O)(=O)C[C@@H]1[C@H](N(C1)C=1C=CC(=C2C=C(N=CC12)NC1=NC(=NC=C1)N1C[C@@H]([C@@H](CC1)OC(C)O)F)C(C)C)C ((3S,4R)-1-(4-(8-((2R,3S)-3-(ethylsulfonylmethyl)-2-methylazetidin-1-yl)-5-isopropylisoquinolin-3-ylamino)pyrimidin-2-yl)-3-fluoropiperidin-4-yloxy)ethanol